(2-(2,6-dioxopiperidin-3-yl)-3-oxoisoindolin-5-yl)methyl(2-fluoro-4-methyl-5-(trifluoromethyl)phenyl)carbamate O=C1NC(CCC1N1CC2=CC=C(C=C2C1=O)OC(N(C1=C(C=C(C(=C1)C(F)(F)F)C)F)C)=O)=O